2-(2,6-Dioxopiperidine-3-yl)-4-(((2-(4-Fluorophenyl)oxazol-5-yl)methyl)amino)isoindoline-1,3-dione O=C1NC(CCC1N1C(C2=CC=CC(=C2C1=O)NCC1=CN=C(O1)C1=CC=C(C=C1)F)=O)=O